8-(4-(diethylamino)piperidin-1-yl)-N-(1-(methylsulfonyl)piperidin-4-yl)quinazolin-2-amine C(C)N(C1CCN(CC1)C=1C=CC=C2C=NC(=NC12)NC1CCN(CC1)S(=O)(=O)C)CC